CC1=C(C=CC=C1)NC(C1=CC=C(C=C1)O[C@H](C(=O)NC1=CC=C(C=C1)Cl)C)=O (S)-N-(2-methylphenyl)-4-((1-((4-chlorophenyl)amino)-1-oxopropan-2-yl)oxy)benzamide